C(C(=C)C)(=O)O.OCC(O)CO.OCC(O)CO.OCC(O)CO triglycerol methacrylate